3-(N-hydroxyethylamino)-L-alanine OCCNC[C@H](N)C(=O)O